dioxathiaazepane O1OSNCCC1